[Cl-].[Cl-].C[Si](=[Hf+2](C1C(=CC2=C(C=CC=C12)C1=CC=CC2=CC=CC=C12)C)C1C(=CC2=C(C=CC=C12)C1=CC=CC2=CC=CC=C12)C)C dimethylsilandiyl-bis[2-methyl-4-(1-naphthyl)indenyl]hafnium dichloride